CC(=CCCOC1=C(C=O)C=CC=C1)CCCCC (4-methylnon-3-en-1-yloxy)benzaldehyde